4-[(2R)-3-(3,4-dihydro-1H-isoquinolin-2-yl)-2-hydroxy-propyl]-8-[[(1-(2-fluoroethyl)-3-piperidyl)]oxy]-2,3-dihydro-1,4-benzoxazepin-5-one C1N(CCC2=CC=CC=C12)C[C@H](CN1CCOC2=C(C1=O)C=CC(=C2)OC2CN(CCC2)CCF)O